(R)-2-(3-fluoro-5-isopropyl-2-methoxyphenyl)-2-((R)-3-(methyl(6-((R)-1,2,3,4-tetrahydro-1,8-naphthyridin-2-yl)hexyl)amino)pyrrolidin-1-yl)acetic acid FC=1C(=C(C=C(C1)C(C)C)[C@H](C(=O)O)N1C[C@@H](CC1)N(CCCCCC[C@H]1NC2=NC=CC=C2CC1)C)OC